CC(C#N)(C)C1=NC=CC(=C1)C 2-methyl-2-(4-methylpyridin-2-yl)propanenitrile